C(C)OC1=C(C(=CC(=C1)O)O)C(\C=C\C1=CC=C(C=C1)OCC)=O (E)-1-(2-Ethoxy-4,6-dihydroxyphenyl)-3-(4-ethoxyphenyl)prop-2-en-1-one